COC1=CC2=C(NC(=N2)C2=CC(=NN2)NC(=O)C=2C=NC(=CC2)N2CCN(CC2)C)C=C1 N-[5-(5-methoxy-1H-benzimidazol-2-yl)-1H-pyrazol-3-yl]-6-(4-methylpiperazin-1-yl)pyridine-3-carboxamide